ClC=1C=C(C(=NC1)OC)S(=O)(=O)NC1=C(C(=C(C=C1)F)C=1N=CC=2N(C1)C=NC2C2=NN=C(N2COCC[Si](C)(C)C)C)F 5-chloro-N-[2,4-difluoro-3-[1-(5-methyl-4-[[2-(trimethylsilyl)ethoxy]methyl]-1,2,4-triazol-3-yl)imidazo[1,5-a]pyrazin-6-yl]phenyl]-2-methoxypyridine-3-sulfonamide